4-methoxy-6,7-dihydro-5H-cyclopenta[b]pyridin-3-amine COC1=C2C(=NC=C1N)CCC2